FC1(CCC(CC1)C1=C(C(=O)N)C(=CC=C1)COCC1CN(CC12CN(C2)C(=O)C2(CC2)C(F)(F)F)C(=O)C=2C=NN(C2)CC2=CC=C(C=C2)F)F 2-(4,4-difluorocyclohexyl)-6-(((6-(1-(4-fluorobenzyl)-1H-pyrazole-4-carbonyl)-2-(1-(trifluoromethyl)cyclopropane-1-carbonyl)-2,6-diazaspiro[3.4]octan-8-yl)methoxy)methyl)benzamide